2-phenyl-6-(2-tetrahydrofuryl)-1,2,4-triazine C1(=CC=CC=C1)N1NC(=CN=C1)C1OCCC1